(E)-N,N-dimethyl-2-(2-nitro-5-phenoxyphenyl)ethen-1-amine CN(\C=C\C1=C(C=CC(=C1)OC1=CC=CC=C1)[N+](=O)[O-])C